3-acetyl-N-benzyl-1-(2-((2-((3-chloro-2-fluorobenzyl)amino)-2-oxoethyl)(isopropyl)amino)-2-oxoethyl)-1H-indole-5-carboxamide C(C)(=O)C1=CN(C2=CC=C(C=C12)C(=O)NCC1=CC=CC=C1)CC(=O)N(C(C)C)CC(=O)NCC1=C(C(=CC=C1)Cl)F